C1(CC1)C1=NN(C(=C1)NC(=O)NC1=C(C=C(C=C1)OC1=CC=NC=2NC(C=NC21)=O)F)C2=CC=CC=C2 1-(3-cyclopropyl-1-phenyl-1H-pyrazol-5-yl)-3-(2-fluoro-4-((3-oxo-3,4-dihydropyrido[2,3-b]pyrazin-8-yl)oxy)phenyl)urea